6-Chloro-8-((1-(cyclopropylsulfonyl)cyclopropyl)methoxy)-1-methyl-2-oxo-1,2-dihydro-1,5-naphthyridine-3-carboxylic acid ClC=1N=C2C=C(C(N(C2=C(C1)OCC1(CC1)S(=O)(=O)C1CC1)C)=O)C(=O)O